OC1=C(C(=CC=2C(C3=CC=CC=C3C(C12)=O)=O)O)O 1,2,3-trihydroxyanthraquinone